3,4-dichlorobenzoyl-formic acid ClC=1C=C(C(=O)C(=O)O)C=CC1Cl